2-(4-Chloro-3-fluorophenoxy)-N-(1-{5-[2-(trifluoromethoxy)ethoxy]-1,3,4-oxadiazol-2-yl}piperidin-4-yl)acetamide ClC1=C(C=C(OCC(=O)NC2CCN(CC2)C=2OC(=NN2)OCCOC(F)(F)F)C=C1)F